P(O)(=O)(OP(=O)(O)OP(=O)(O)O)OC[C@@H]1[C@H]([C@H]([C@@H](O1)N1C=NC=2C(=O)NC(N)=NC12)OC)O 2'-O-methylguanosine 5'-triphosphate